1-(trans-2-Fluorocyclopropane-1-carbonyl)azetidin-3-yl (8-amino-7-fluoro-6-(4-methyl-5,6,7,8-tetrahydro-1,5-naphthyridin-3-yl)isoquinolin-3-yl)carbamate NC=1C(=C(C=C2C=C(N=CC12)NC(OC1CN(C1)C(=O)[C@H]1[C@@H](C1)F)=O)C=1C=NC=2CCCNC2C1C)F